FC(C1=C(C=CC(=C1)C(F)(F)F)[C@@H](C)N1N=CC(=C1)NC(=O)C1=CC(=NO1)C1=NC=CC=C1)(F)F |r| (R) and (S)-N-(1-(1-(2,4-bis(trifluoromethyl)phenyl)ethyl)-1H-pyrazol-4-yl)-3-(pyridin-2-yl)isoxazole-5-carboxamide